COC1=C(C(=CC(=C1)C=1C2=C(C(N(C1)C)=O)N(N=C2)CC2=CC=C(C=C2)OC)OC)CC2CCN(CC2)CCN2CCC(CC2)C2=CC=C(NC1C(NC(CC1)=O)=O)C=C2 3-[4-[1-[2-[4-[[2,6-dimethoxy-4-[1-[(4-methoxyphenyl)methyl]-6-methyl-7-oxo-pyrazolo[3,4-c]pyridin-4-yl]phenyl]methyl]-1-piperidyl]ethyl]-4-piperidyl]anilino]piperidine-2,6-dione